ClC1=C(C=CC(=N1)C(=O)NC([2H])([2H])[2H])N1CCN(CC1)CC=1C=C2NC(C(=NC2=CC1)C(F)(F)F)=O 6-chloro-N-(methyl-d3)5-(4-((2-(trifluoromethyl)-3-oxo-4H-quinoxalin-6-yl)methyl)piperazine-1-yl)pyridine-2-carboxamide